(R)-1-(3-(2-(1H-Pyrrolo[2,3-b]pyridin-3-yl)thiazol-4-yl)phenyl)-1-(1H-imidazol-2-yl)ethan-1-ol N1C=C(C=2C1=NC=CC2)C=2SC=C(N2)C=2C=C(C=CC2)[C@@](C)(O)C=2NC=CN2